C(C)(C)(C)OC(=O)N[C@@]1(CN(CC1)C1=C(C(=NC=C1C(=O)OCC)C1CC1)C1=CC(=CC(=C1)F)F)C ethyl (S)-4-(3-((tert-butoxycarbonyl)amino)-3-methylpyrrolidin-1-yl)-6-cyclopropyl-5-(3,5-difluorophenyl)nicotinate